((2-(3'-(5-(2-amino-2-oxoethyl)-4,5,6,7-tetrahydrooxazolo[4,5-c]pyridin-2-yl)-2,2'-dimethyl-[1,1'-biphenyl]-3-yl)-6-(difluoromethoxy)benzo[d]oxazol-5-yl)methyl)proline NC(CN1CC2=C(CC1)OC(=N2)C=2C(=C(C=CC2)C2=C(C(=CC=C2)C=2OC1=C(N2)C=C(C(=C1)OC(F)F)CN1[C@@H](CCC1)C(=O)O)C)C)=O